2-(4-chloro-3-fluorophenoxy)-N-(3-{2-[(6-cyanopyridin-3-yl)oxy]acetamido}bicyclo[1.1.1]pentan-1-yl)acetamide ClC1=C(C=C(OCC(=O)NC23CC(C2)(C3)NC(COC=3C=NC(=CC3)C#N)=O)C=C1)F